1,3-dichloro-trifluorostyrene ClC1(C(=C(F)F)F)CC(=CC=C1)Cl